CC(C=CC#N)(C)C 4,4-dimethylpent-2-enenitrile